2-(7-fluoro-4-{[(3R)-1-methylpiperidin-3-yl]amino}phthalazin-1-yl)-5-(trifluoromethyl)phenol FC1=CC=C2C(=NN=C(C2=C1)C1=C(C=C(C=C1)C(F)(F)F)O)N[C@H]1CN(CCC1)C